FC(C(=O)[O-])(F)F.C[NH+](CCC)C N,N-dimethyl-propanaminium trifluoroacetate